C(C)(C)(C)N1N=C2C(C(N(C=C2)[C@H](C(=O)N2C[C@]3(C[C@H]2C(=O)N)C(NC2=CC=CC=C23)=O)CC2CC2)=O)=C1 (3r,5'S)-1'-((S)-2-(2-(tert-butyl)-4-oxo-2,4-dihydro-5H-pyrazolo[4,3-c]pyridin-5-yl)-3-cyclopropylpropionyl)-2-oxospiro[indole-3,3'-pyrrolidine]-5'-carboxamide